2-(4-amino-piperidin-1-yl)-5-(3-fluoro-4-methoxy-phenyl)-3-methyl-6-pyridin-4-yl-3H-pyrimidin-4-one NC1CCN(CC1)C1=NC(=C(C(N1C)=O)C1=CC(=C(C=C1)OC)F)C1=CC=NC=C1